CC1=C(SC=C1)C(=O)OC methyl 3-methylthiophene-2-carboxylate